BrCCN1N=NC=C1 1-(2-bromoethyl)-1H-1,2,3-triazole